ClC=1C(=C(C=CC1OC1CC1)NC=1C2=C(N=CN1)C=C(C(=N2)N2[C@@H]1CN[C@H](C2)C1)F)F N-[3-chloro-4-(cyclopropoxy)-2-fluoro-phenyl]-6-[(1S,4S)-2,5-diazabicyclo[2.2.1]heptan-2-yl]-7-fluoro-pyrido[3,2-d]pyrimidin-4-amine